CC1=C(C=C(C(=C1)C)OCCCCCCSC(F)(F)F)C(C(F)(F)F)S(=O)C(C(F)(F)F)C1=C(C=C(C(=C1)OCCCCCCSC(F)(F)F)C)C 2,4-dimethyl-5-[6-(trifluoromethylthio)hexyloxy]phenyl-2,2,2-trifluoroethylsulfoxide